5-fluoro-3-methylbenzo[b]thiophene FC1=CC2=C(SC=C2C)C=C1